2,2'-bis(trifluoromethylsulfinyloxy)-9,9'-spirobifluorene FC(S(=O)OC1=CC=2C3(C4=CC=CC=C4C2C=C1)C1=CC=CC=C1C=1C=CC(=CC13)OS(=O)C(F)(F)F)(F)F